6-(4-chloro-1-(4-(2-ethoxypyridin-4-yl)benzyl)-1H-indazole-7-carboxamido)spiro[3.3]heptane-2-carboxylic acid ClC1=C2C=NN(C2=C(C=C1)C(=O)NC1CC2(CC(C2)C(=O)O)C1)CC1=CC=C(C=C1)C1=CC(=NC=C1)OCC